CC1=NC(=NC(=C1)NC)NC=1C=C(C2=C(OCCO2)C1)C1=CC2C(CN(C2)C(=O)OC(C)(C)C)C1 tert-butyl 5-[7-[[4-methyl-6-(methylamino)pyrimidin-2-yl]amino]-2,3-dihydro-1,4-benzodioxin-5-yl]-3,3a,6,6a-tetrahydro-1H-cyclopenta[c]pyrrole-2-carboxylate